4-methyl-N-[3-(3-methylpyridin-2-yl)-1,2-thiazol-5-yl]Pyridin-2-amine CC1=CC(=NC=C1)NC1=CC(=NS1)C1=NC=CC=C1C